6-chloro-4-methoxy-N-(6-(trifluoromethyl)pyridin-2-yl)nicotinamide ClC1=NC=C(C(=O)NC2=NC(=CC=C2)C(F)(F)F)C(=C1)OC